FC(C1=NC=CC=C1C(=O)NC1=C2C(CC(C2=CC=C1)(C)C)CC)F 2-(difluoromethyl)-N-(3-ethyl-1,1-dimethylindan-4-yl)pyridine-3-carboxamide